N-nitrosodimethyl-amine N(=O)N(C)C